Methyl 1-(2-chloro-3,4-bis((4-methoxybenzyl)oxy)benzoyl)pyrrolidine-3-carboxylate ClC1=C(C(=O)N2CC(CC2)C(=O)OC)C=CC(=C1OCC1=CC=C(C=C1)OC)OCC1=CC=C(C=C1)OC